C(C)OC(=O)C=1OC2=C(N1)C=C(C=C2)N 5-aminobenzo[d]oxazole-2-carboxylic acid ethyl ester